C(C)(=O)OC=CC=CC=CCCCCCCC=CCCCC octadecadien-3,13-dien-1-yl acetate